tert-butyl (3S)-3-[4-[3-cyano-4-[(4-fluoro-2-pyridyl)sulfanyl]pyrazolo[1,5-a]pyridin-6-yl]pyrazol-1-yl]piperidine-1-carboxylate C(#N)C=1C=NN2C1C(=CC(=C2)C=2C=NN(C2)[C@@H]2CN(CCC2)C(=O)OC(C)(C)C)SC2=NC=CC(=C2)F